2-(3-(7-chloro-6-(4-(1-(hydroxymethyl)cyclopropyl)phenyl)-2-oxo-1,2-dihydroquinolin-3-yl)phenyl)acetic acid ClC1=C(C=C2C=C(C(NC2=C1)=O)C=1C=C(C=CC1)CC(=O)O)C1=CC=C(C=C1)C1(CC1)CO